CN1N=CC(=C1)C1=CC=C2C(=CNC2=C1)C([C@H](C1=CC=CC=C1)NCCC1=CC=C(C(=O)N)C=C1)=O |r| (S)- and (R)-4-(2-((2-(6-(1-methyl-1H-pyrazol-4-yl)-1H-indol-3-yl)-2-oxo-1-phenyleth-yl)amino)eth-yl)benzamide